ClC=1C(=C2C=NNC2=C(C1F)NCCO)C=1N=CC=2N(C1)C=C(N2)NC(=O)C2C(C2)F N-(6-(5-chloro-6-fluoro-7-((2-hydroxyethyl)amino)-1H-indazol-4-yl)imidazo[1,2-a]pyrazin-2-yl)-2-fluorocyclopropane-1-carboxamide